O1[C@H]2[C@H](NCC1)CNCC2 |r| rac-(4aR,8aR)-Octahydro-2H-pyrido[4,3-b][1,4]oxazine